2-cyclopropyl-8-fluoro-N-[2-(4-isopropyl-4H-1,2,4-triazol-3-yl)thiazol-4-yl]-5,6-dihydro-4H-benzo[f]imidazo[1,2-a][1,4]diazepine-9-carboxamide C1(CC1)C=1N=C2N(C3=C(CNC2)C=C(C(=C3)C(=O)NC=3N=C(SC3)C3=NN=CN3C(C)C)F)C1